O=C1N(CCC1)C1=CC=C(C=NOCC2=CC=C(C=C2)C=2N=C3N(C=CC(=C3)C3=CC=CC=C3)C2NC2=CC=C(C(=O)O)C=C2)C=C1 4-((2-(4-((((4-(2-oxopyrrolidin-1-yl)benzylidene)amino)oxy)methyl)phenyl)-7-phenylimidazo[1,2-a]pyridin-3-yl)amino)benzoic acid